C(C)C=1C=C(C(=O)C2=CC=C(C=C2)O)C=C(C1)CC 3,5-diethyl-p-hydroxybenzophenone